NCC(CN1N=CN(C1=O)C1=C(C=C(C=C1)C=1C=C2CCC(NC2=C(C1)C)=O)F)=C(F)F 6-[4-[1-[2-(aminomethyl)-3,3-difluoro-allyl]-5-oxo-1,2,4-triazol-4-yl]-3-fluoro-phenyl]-8-methyl-3,4-dihydro-1H-quinolin-2-one